Cl.C(C)OCCOC1=NN(C=C1N)C1CCC(CC1)N1CCOCC1 3-(2-ethoxyethoxy)-1-[(1r,4r)-4-(morpholin-4-yl)cyclohexyl]-1H-pyrazol-4-amine hydrochloride